FC(C)(F)C1=CC=C(N)C=C1 4-(1,1-difluoroethyl)aniline